C(N)(=O)CN(CC(=O)N)CC=O 2-[(CARBAMOYLMETHYL)(2-OXOETHYL)AMINO]ACETAMIDE